C1=CC(=NC2=C1C(=O)C3=C(C2=O)S(=O)(=O)C=CN3)C(=O)O The molecule is an organic heterotricyclic compound, that is 5,10-dioxo-5,10-dihydro-1H-[1,4]thiazino[3,2-g]quinoline 4,4-dioxide substituted at position 7 by a carboxy group. It is an anti-inflmmatory alkaloid obtained from Aplidium. It has a role as a metabolite and an anti-inflammatory agent. It is a sulfone, an organic heterotricyclic compound, a monocarboxylic acid, an alkaloid and a member of p-quinones.